titanium(IV) acrylate C(C=C)(=O)[O-].[Ti+4].C(C=C)(=O)[O-].C(C=C)(=O)[O-].C(C=C)(=O)[O-]